tert-butyl N-[(1S)-1-{[3,5-dichloro-4-(hydroxymethyl)phenyl]carbamoyl}ethyl]carbamate ClC=1C=C(C=C(C1CO)Cl)NC(=O)[C@H](C)NC(OC(C)(C)C)=O